(E)-4-bromo-2,3-difluorobenzaldehyde O-methyl oxime CO\N=C\C1=C(C(=C(C=C1)Br)F)F